C(N)(=O)C1=CC=C(C=C1)C=1C=C(C=CC1OC)CN1[C@H](COCC1)C(=O)N[C@@H](C)C1=CC=C(C(=O)OC)C=C1 methyl 4-[(1S)-1-[[(3R)-4-[[3-(4-carbamoylphenyl)-4-methoxy-phenyl]methyl]morpholine-3-carbonyl]amino]ethyl]benzoate